(R)-N-(3-(3-(1-(5,8-dioxaspiro[3.4]octan-1-yl)-1H-pyrazol-4-yl)-2-methoxyphenyl)-1-methyl-1H-pyrazolo[3,4-c]pyridin-5-yl)cyclopropanecarboxamide [C@H]1(CCC12OCCO2)N2N=CC(=C2)C=2C(=C(C=CC2)C2=NN(C1=CN=C(C=C12)NC(=O)C1CC1)C)OC